tert-Butyl (4R)-4-[(1S)-1-cyclopropyl-5-[methoxy(methyl)amino]-5-oxo-pentyl]-2,2-dimethyl-oxazolidine-3-carboxylate C1(CC1)[C@H](CCCC(=O)N(C)OC)[C@H]1N(C(OC1)(C)C)C(=O)OC(C)(C)C